3-(1-[3-(1,2,4-oxadiazol-3-yl)propyl]pyrrolidin-3-yl)-1H-indole O1N=C(N=C1)CCCN1CC(CC1)C1=CNC2=CC=CC=C12